5-((1S,2R)-1-(6-chloro-4-((R)-1-methylpyrrolidin-3-yl)-1,1-dioxido-3,4-dihydro-2H-benzo[e][1,2,4]thiadiazin-2-yl)-2-(6-fluoro-2,3-dimethylphenyl)propyl)-1,3,4-oxadiazol-2(3H)-one ClC=1C=CC2=C(N(CN(S2(=O)=O)[C@@H]([C@H](C)C2=C(C(=CC=C2F)C)C)C2=NNC(O2)=O)[C@H]2CN(CC2)C)C1